3-(4-((4-(cyclopropylamino)-5-(trifluoromethyl)pyrimidin-2-yl)amino)-1H-indazol-1-yl)-3-methyldihydrofuran-2(3H)-one C1(CC1)NC1=NC(=NC=C1C(F)(F)F)NC1=C2C=NN(C2=CC=C1)C1(C(OCC1)=O)C